1,1-dimethylethyl 4-(3,4-difluorophenyl)-2-oxo-1-imidazolidinecarboxylate FC=1C=C(C=CC1F)C1NC(N(C1)C(=O)OC(C)(C)C)=O